3-[6-(methylamino)-1-oxo-2,3-dihydro-1H-isoindol-2-yl]piperidine-2,6-dione CNC1=CC=C2CN(C(C2=C1)=O)C1C(NC(CC1)=O)=O